N-(1-butyrylpiperidin-4-yl)-4-(isoquinolin-1-ylamino)naphthalene-1-sulfonamide C(CCC)(=O)N1CCC(CC1)NS(=O)(=O)C1=CC=C(C2=CC=CC=C12)NC1=NC=CC2=CC=CC=C12